(E)-3-(4-(prop-2-yn-1-yloxy)phenyl)acrylic acid C(C#C)OC1=CC=C(C=C1)/C=C/C(=O)O